CC(CC[C@@H](C(=O)O)NCC=1C=CC2=C(N(CCO2)C)C1)(C)C (2S)-5,5-dimethyl-2-{[(4-methyl-3,4-dihydro-2H-1,4-benzoxazin-6-yl)methyl]amino}hexanoic acid